N1C=C(C=2C=CC=3C=CC=NC3C21)S(=O)(=O)N 1H-pyrrolo[3,2-h]quinoline-3-sulfonamide